C1(CC1)C=1N=C(SC1)[C@H](CC1=CC=C(C=C1)NS(O)(=O)=O)NC([C@H](CC1=CC=CC=C1)C(=O)OC)=O 4-{(S)-2-(4-Cyclopropylthiazol-2-yl)-2-[(S)-2-(methoxy-carbonyl)-3-phenylpropanamido]ethyl}phenylsulfamic acid